2-(2-Methyl-[1,1'-biphenyl]-3-yl)-5-(morpholinomethyl)isoindole-1,3-dione CC1=C(C=CC=C1N1C(C2=CC=C(C=C2C1=O)CN1CCOCC1)=O)C1=CC=CC=C1